C1(=CC=C(C=C1)CP(OCC)(OCC)=O)CP(OCC)(OCC)=O tetraethyl (1,4-phenylenebis(methylene))bis(phosphonate)